hydroxycyclohex-2-en OC1C=CCCC1